N-(3-((4-((R)-(3-Fluorophenyl)(hydroxy)methyl)-7-azabicyclo[2.2.1]heptan-1-yl)methyl)phenyl)methanesulfonamide FC=1C=C(C=CC1)[C@H](C12CCC(CC1)(N2)CC=2C=C(C=CC2)NS(=O)(=O)C)O